C(C)[Si](OC)(OC)OC Ethyltrimethoxy-silan